FCC12OCC(C1)(C2)C=2N=C1N(C=C(C(=N1)OC(C)C)C(=O)OC(C)C)C2 Isopropyl 2-(1-(fluoromethyl)-2-oxabicyclo[2.1.1]hexan-4-yl)-7-isopropoxyimidazo[1,2-a]pyrimidine-6-carboxylate